tert-butyl N-[5-[[2-[(2S,5R)-2-(benzothiophen-5-yl)-5-methyl-1-piperidyl]-2-oxo-acetyl]amino]-3-methyl-2-pyridyl]carbamate S1C=CC2=C1C=CC(=C2)[C@H]2N(C[C@@H](CC2)C)C(C(=O)NC=2C=C(C(=NC2)NC(OC(C)(C)C)=O)C)=O